CSC1=CC=C(CN2CCN(CC2)S(=O)(=O)C2=CC=C(C)C=C2)C=C1 1-(4-(methylsulfanyl)benzyl)-4-tosylpiperazine